N1,N1,N3,N3-tetrakis(4-(t-butyl)phenyl)-2-chloro-N5,N5-diphenylbenzene-1,3,5-triamine C(C)(C)(C)C1=CC=C(C=C1)N(C1=C(C(=CC(=C1)N(C1=CC=CC=C1)C1=CC=CC=C1)N(C1=CC=C(C=C1)C(C)(C)C)C1=CC=C(C=C1)C(C)(C)C)Cl)C1=CC=C(C=C1)C(C)(C)C